N-(1-cyclopropyl-2-oxo-1,2-dihydropyridin-4-yl)-4-methylpiperidine-4-carboximidamide C1(CC1)N1C(C=C(C=C1)NC(=N)C1(CCNCC1)C)=O